tert-Butyl (6-chloro-5-(trifluoromethyl)pyridin-3-yl)(methyl)carbamate ClC1=C(C=C(C=N1)N(C(OC(C)(C)C)=O)C)C(F)(F)F